N12CCCC(CCC1)(C2)OC=2C=CC(=C(C(=O)OC)C2)C methyl 5-((1-azabicyclo[3.3.1]nonan-5-yl)oxy)-2-methylbenzoate